5-cyano-2-((2-cyclohexylacetoxy)methyl)-4-hydroxytetrahydrofuran-3-yl propionate C(CC)(=O)OC1C(OC(C1O)C#N)COC(CC1CCCCC1)=O